C(=O)(OC(C)(C)C)N1C(CCCC1)N1N=CC=C1 1-(N-Boc-piperidinyl)pyrazole